(R)-4-oxo-5-azaspiro[2.4]heptane-6-carboxylic acid O=C1C2(CC2)C[C@@H](N1)C(=O)O